ClC1=CC2=C(S1)[C@@]1(C[C@@H](N(CC1)C[C@@H](C(=O)NC)O)C)OCC2 (2S)-3-[(2'S,7R)-2-chloro-2'-methyl-spiro[4,5-dihydrothieno[2,3-c]pyran-7,4'-piperidin]-1'-yl]-2-hydroxy-N-methyl-propionamide